4-(4-(2-pyrimidinyl)-1-piperazinyl)-1-butanol N1=C(N=CC=C1)N1CCN(CC1)CCCCO